5-(chloromethyl)-1,4-diethylimidazole ClCC1=C(N=CN1CC)CC